phenylpyranone C1(=CC=CC=C1)C=1C(OC=CC1)=O